COP(=O)(OC)[O-].C(C(=C)C)(=O)OCC[N+](C)(C)C 2-(methacryloyloxy)ethyltrimethylammonium dimethyl-phosphate